2-(3-(1-((1R,3S,4S)-2-(tert-Butoxycarbonyl)-2-azabicyclo[2.2.1]heptane-3-carbonyl)piperidine-4-carbonyl)-1H-pyrrolo[2,3-c]pyridin-1-yl)-5-fluorobenzoic acid C(C)(C)(C)OC(=O)N1[C@@H]2CC[C@H]([C@H]1C(=O)N1CCC(CC1)C(=O)C1=CN(C3=CN=CC=C31)C3=C(C(=O)O)C=C(C=C3)F)C2